ClC1=C(C(=C(C=C1)NC=1C2=C(N=CN1)C=CC(=N2)N2[C@@H]1CN([C@H](C2)C1)C(C=C)=O)F)F 1-((1S,4S)-5-(4-((4-chloro-2,3-difluorophenyl)amino)pyrido[3,2-d]pyrimidin-6-yl)-2,5-diazabicyclo[2.2.1]heptan-2-yl)prop-2-en-1-one